tert-Butyl 4-[3-(3-bromo-2-methyl-phenoxy)propyl]piperidine-1-carboxylate BrC=1C(=C(OCCCC2CCN(CC2)C(=O)OC(C)(C)C)C=CC1)C